C(#N)[C@H](C[C@H]1C(NCCC1)=O)NC([C@H](CC(C)C)NC(=O)C=1NC2=CC=CC(=C2C1)OCC)=O N-[(2S)-1-({(1S)-1-cyano-2-[(3S)-2-oxopiperidin-3-yl]ethyl}amino)-4-methyl-1-oxopentan-2-yl]-4-ethoxy-1H-indole-2-carboxamide